1-(6-Fluoro-5-(3-(4-(1-hydroxy-1-phenylethyl)-1H-imidazol-2-yl)phenoxy)-1H-indol-4-yl)ethan-1-one FC1=C(C(=C2C=CNC2=C1)C(C)=O)OC1=CC(=CC=C1)C=1NC=C(N1)C(C)(C1=CC=CC=C1)O